C(C)C1=NN(C=C1NC1=NC=C(C(=N1)NCCCN1C(CCCC1)=O)C(F)(F)F)C1CCN(CC1)C([2H])([2H])[2H] 1-(3-((2-((3-ethyl-1-(1-methyl-d3-piperidin-4-yl)-1H-pyrazol-4-yl)amino)-5-(trifluoromethyl)pyrimidin-4-yl)amino)propyl)piperidin-2-one